OC1=C(C(=CC(=C1)C(F)(F)F)C)C=1C=NC=2C(N1)=NN(C2C)C2CCC(NC2)=O 5-(6-(2-hydroxy-6-methyl-4-(trifluoromethyl)phenyl)-3-methyl-2H-pyrazolo[3,4-b]pyrazin-2-yl)piperidin-2-one